CC1NC(CC1)C 2,5-dimethyl-pyrrolidine